C1(=NC=CC2=CC=CC=C12)C(=O)NCC1=NOC(C1)CC1=CC(=CC=C1)OC(F)(F)F 3-((isoquinoline-1-carboxamido)methyl)-5-(3-(trifluoromethoxy)benzyl)-4,5-dihydroisoxazole